ClC1=NC(=C2C(=N1)N(N=C2)C)NCC2=CC=C(C=C2)F 6-chloro-N-[(4-fluorophenyl)methyl]-1-methylpyrazolo[3,4-d]pyrimidin-4-amine